FC1=C(C=C(C=C1)F)C1CC=NN1C(=O)C1CC2C(CN(C2)C2=CC(=NC=N2)C(=O)N)C1 6-(5-(5-(2,5-difluorophenyl)-4,5-dihydro-1H-pyrazole-1-carbonyl)hexahydrocyclopenta[c]pyrrole-2(1H)-yl)pyrimidine-4-carboxamide